(2E)-6-bromo-8-fluoro-N-methoxy-1,2,3,4-tetrahydronaphthalene-2-imine BrC=1C=C2CC/C(/CC2=C(C1)F)=N\OC